O=S1(CC(C=C1)NC(=O)NC1=CC2=CC=CC=C2C=C1)=O 1-(1,1-dioxido-2,3-dihydrothiophen-3-yl)-3-(naphthalen-2-yl)urea